tert-Butyl N-(3-amino-2-methyl-phenyl)-N-tert-butoxycarbonyl-carbamate NC=1C(=C(C=CC1)N(C(OC(C)(C)C)=O)C(=O)OC(C)(C)C)C